N1=NN(C2=NC=CC=C21)C2=CC(=C(C(=O)N([C@H]1CNCCC1)C1=NC=CC3=CC(=CC=C13)C=1C=NN(C1)C)C=C2)F (R)-4-(3H-[1,2,3]triazolo[4,5-b]pyridin-3-yl)-2-fluoro-N-(6-(1-methyl-1H-pyrazol-4-yl)isoquinolin-1-yl)-N-(piperidin-3-yl)benzamide